O(C1=CC=CC=C1)C1=CC=C(C=C1)C(C)(C)C1=CC=C(C=C1)OC1=CC=CC=C1 bis(4-phenoxyphenyl)propane